2-oxo-1,2-dihydropyridine-3,5-dicarboxylic acid amide O=C1NC=C(C=C1C(=O)N)C(=O)O